C(CC1=CC=CC=C1)N1CCCCC1 phenethyl-piperidine